{4-methyl-1-{6-(trifluoromethyl)pyridin-3-yl-1H-1,2,3-triazol-5-yl}methoxy}-1,2,3,4-tetrahydro-2,7-naphthyridine CC=1N=NN(C1COC1NCCC2=CC=NC=C12)C=1C=NC(=CC1)C(F)(F)F